N1N=CC2=CC=C(C=C12)CN(C1=CC=C(CN2C(CNCC2)=O)C=C1)CC1=CC(=CC=C1)OC 1-(4-(((1H-indazol-6-yl)methyl)(3-methoxybenzyl)amino)benzyl)piperazin-2-one